3-ethynyl-3-hydroxy-1,5-dimethylpyrrolidin-2-one C(#C)C1(C(N(C(C1)C)C)=O)O